ClC=1C(=NC(=NC1)NC1CCOCC1)C1=CC=C2CCN(C(C2=C1)=O)CC(=O)O 2-(7-{5-chloro-2-[(oxacyclohex-4-yl)amino]pyrimidin-4-yl}-1-oxo-1,2,3,4-tetrahydroisoquinolin-2-yl)acetic acid